trimethyl-[2-(prop-2-enoylamino)ethyl]ammonium chloride [Cl-].C[N+](CCNC(C=C)=O)(C)C